β-L-idofuranose O[C@@H]1[C@H](O)[C@@H](O)[C@H](O1)[C@@H](O)CO